O=CC(CCCCCCCCCC=O)=O oxododecane-2,12-dione